N-(2,2-difluoroethyl)-6,7-difluoro-1-methyl-N-(2-((1-methylcyclopropyl)ethynyl)pyridin-4-yl)-[1,2,4]triazolo[4,3-a]quinazolin-5-amine FC(CN(C1=NC=2N(C3=CC=C(C(=C13)F)F)C(=NN2)C)C2=CC(=NC=C2)C#CC2(CC2)C)F